C(C1=CC=CC=C1)(C1=CC=CC=C1)N1C(C2(NC=3C=CC=CC3C=3C4=C(C=CC23)C(=C(N4)C4=CC=CC=C4)C)C4=CC=C(C=C14)Br)=O (+)-1-Benzhydryl-6-bromo-3'-methyl-2'-phenyl-1',7'-dihydrospiro[indoline-3,6'-pyrrolo[3,2-k]phenanthridin]-2-one